5-(2-methoxyphenyl)-2-(4,4,5,5-tetramethyl-1,3,2-dioxaborolan-2-yl)benzaldehyde COC1=C(C=CC=C1)C=1C=CC(=C(C=O)C1)B1OC(C(O1)(C)C)(C)C